C(CCC)CC(=O)O.C(CCC)OC(C)=O acetic acid n-butyl ester (n-butyl acetate)